N(=O)N1CCCC2=CC=CC=C12 1-nitroso-1,2,3,4-tetrahydroquinoline